1-[(2,6-difluoro-4-methylsulfanyl-phenyl)methyl]-7-methoxy-3H-imidazo[4,5-c][1,8]naphthyridin-2-one FC1=C(C(=CC(=C1)SC)F)CN1C(NC=2C=NC=3N=C(C=CC3C21)OC)=O